C(C)(C)(C)N(CCN(CCN(C)C(C)(C)C)C)C N,N''-ditertbutyl-N,N',N''-trimethyl(diethylenetriamine)